ClC=1C=C(C=CC1)N1N=C(C2=C1C(NCC2)=O)C(=O)NCC2CC2 1-(3-chlorophenyl)-N-(cyclopropylmethyl)-7-oxo-4,5-dihydropyrazolo[3,4-c]pyridine-3-carboxamide